4-methylthio-3,5-xylylmethylcarbamate CSC1=C(C=C(C=C1C)N(C([O-])=O)C)C